CN(CCNC(OC)=O)CC=1C(=C2C(=NN(C2=CC1)C1OCCCC1)C(C)(C)C)C1CCN(CC1)C=1C=C(C=CC1)C methyl (2-(methyl((1-(tetrahydro-2H-pyran-2-yl)-tert-butyl 4-(1-(m-tolyl)piperidin-4-yl)-1H-indazol-5-yl)methyl)amino)ethyl)carbamate